(R)-(2-(benzofuran-3-yl)-1-(pyrrolidine-1-carboxamido)ethyl)boronic acid O1C=C(C2=C1C=CC=C2)C[C@H](NC(=O)N2CCCC2)B(O)O